FC=1C=C(C=C(C1)C(NCCC)=O)B(O)O 3-FLUORO-5-(PROPYLCARBAMOYL)PHENYLBORONIC ACID